methyl-1-piperidinecarboxamide CC1N(CCCC1)C(=O)N